tert-Butyl 7-Bromo-2,3-dihydro-4H-pyrido[3,2-b][1,4]oxazine-4-carboxylate BrC1=CC=2OCCN(C2N=C1)C(=O)OC(C)(C)C